CC1=C(C(=CC=C1)C)C1=NC=2NS(C=3C=CC=C(C(N4C(CCCC(OC(=C1)N2)C4CC(C)C)C4=NC=C(C=N4)OC(C)C)=O)C3)(=O)=O 12-(2,6-Dimethylphenyl)-21-isobutyl-20-(5-isopropoxypyrimidin-2-yl)-8,8-dioxo-15-oxa-8λ6-thia-1,9,11,22-tetrazatetracyclo[14.4.1.13,7.110,14]tricosa-3,5,7(23),10(22),11,13-hexaen-2-one